FC=1C(=C(C=CC1F)[C@H]1[C@@H](O[C@]([C@H]1C)(C(F)(F)F)C)C=1NC(=C(C(N1)=O)C(=O)OC)C)OC Methyl 2-((2R,3S,4S,5R)-3-(3,4-difluoro-2-methoxyphenyl)-4,5-dimethyl-5-(trifluoromethyl)tetrahydrofuran-2-yl)-6-methyl-4-oxo-1,4-dihydropyrimidine-5-carboxylate